2-(1-((2S,3R)-2-(cyclobutylmethoxy)-3-(3,5-dimethoxy-4-methylphenyl)-3-hydroxypropyl)-4-(methoxycarbonyl)-1H-pyrrol-3-yl)acetic acid C1(CCC1)CO[C@@H](CN1C=C(C(=C1)C(=O)OC)CC(=O)O)[C@H](O)C1=CC(=C(C(=C1)OC)C)OC